C(=C)C(CC1=CC=CC=C1)OB(O)O (vinyl)phenethyl-boric acid